CC1=NC=NC(=C1C(=O)OCC([C@H](C[C@H]1C(NCC1)=O)NC([C@@H](NC(=O)C=1NC2=CC=CC(=C2C1)OC)CC(C)C)=O)=O)C (3S)-3-({N-[(4-methoxy-1H-indol-2-yl) carbonyl]-L-leucyl}amino)-2-oxo-4-[(3S)-2-oxopyrrolidin-3-yl]butyl 4,6-dimethylpyrimidine-5-carboxylate